6-trifluoromethyl-benzo[d]thiazol-2-amine FC(C1=CC2=C(N=C(S2)N)C=C1)(F)F